(S)-N-(1-((3R,4R)-3-fluoropiperidin-4-yl)-1H-pyrazol-4-yl)-6-(methoxymethyl)-6-methyl-4,5,6,7-tetrahydro-1H-indazole-3-carboxamide F[C@@H]1CNCC[C@H]1N1N=CC(=C1)NC(=O)C1=NNC=2C[C@@](CCC12)(C)COC